4-((S)-1-(5-fluoropyridin-2-yl)ethoxy)-6-(1-((1s,4R)-4-hydroxycyclohexyl)-5-methyl-1H-pyrazol-4-yl)pyrazolo[1,5-a]pyridine-3-carbonitrile FC=1C=CC(=NC1)[C@H](C)OC=1C=2N(C=C(C1)C=1C=NN(C1C)C1CCC(CC1)O)N=CC2C#N